Benzyl N-[(R)-[(2S,5R,6R)-5-azido-6-[(1R,2R,3S,4R,6S)-4,6-diazido-2,3-dihydroxy-cyclohexoxy]tetrahydropyran-2-yl]-phenyl-methyl]-N-benzyl-carbamate N(=[N+]=[N-])[C@@H]1CC[C@H](O[C@@H]1O[C@H]1[C@@H]([C@H]([C@@H](C[C@@H]1N=[N+]=[N-])N=[N+]=[N-])O)O)[C@H](N(C(OCC1=CC=CC=C1)=O)CC1=CC=CC=C1)C1=CC=CC=C1